1,4-bis(4-amino-5-biphenyloxybenzoyl)benzene NC1=CC=C(C(=O)C2=CC=C(C=C2)C(C2=CC=C(C(=C2)OC=2C(=CC=CC2)C2=CC=CC=C2)N)=O)C=C1OC=1C(=CC=CC1)C1=CC=CC=C1